2-methoxyethyl (1R,5S)-8-((6-(4-fluorophenoxy)pyridin-3-yl)sulfonyl)-1-(hydroxycarbamoyl)-3,8-diazabicyclo[3.2.1]octane-3-carboxylate FC1=CC=C(OC2=CC=C(C=N2)S(=O)(=O)N2[C@]3(CN(C[C@@H]2CC3)C(=O)OCCOC)C(NO)=O)C=C1